[Si](C)(C)(C(C)(C)C)OCC1(CN2C(O1)=C(C=N2)S(=O)(NC(NC2=C1CCC1=CC=1CCC21)=O)=NC(C2=CC=CC=C2)(C2=CC=CC=C2)C2=CC=CC=C2)C 2-(((tert-butyldimethylsilyl)oxy)methyl)-2-methyl-N-(tricyclo[6.2.0.03,6]deca-1,3(6),7-trien-2-ylcarbamoyl)-N'-trityl-2,3-dihydropyrazolo[5,1-b]oxazole-7-sulfonimidamide